2-chloro-5-(6-cyanobenzo[d]oxazol-2-yl)isonicotinic acid methyl ester COC(C1=CC(=NC=C1C=1OC2=C(N1)C=CC(=C2)C#N)Cl)=O